C(C1=CC=CC=C1)NC(CC1=NC=C(C=C1)C1=CC=C(C=C1)OCCNC1CN(C1)C(CC1CC1)=O)=O N-benzyl-2-(5-(4-(2-((1-(2-cyclopropylacetyl)azetidin-3-yl)amino)ethoxy)phenyl)pyridin-2-yl)acetamide